ClC1=CC=C(CO[C@@H]2C[C@H](C2)C(=O)NCC2=C(C(=C(C=C2)C(F)(F)F)C=2NC(C=C(N2)C)=O)F)C=C1 trans-3-[(4-chlorobenzyl)oxy]-N-[2-fluoro-3-(4-methyl-6-oxo-1,6-dihydropyrimidin-2-yl)-4-(trifluoromethyl)benzyl]cyclobutane-1-carboxamide